ONC(CC(CC)=O)=N N-hydroxy-3-oxopentanimidamide